COC(=O)C1=NC(=CC(=N1)Cl)Cl 4,6-dichloro-pyrimidine-2-carboxylic acid methyl ester